C1(=CCC=CC1)CC(C)O 1-(Cyclohexa-1,4-dien-1-yl)propan-2-ol